C(C(C)C)P(CC(C)C)CC(C)C tri-i-butylphosphin